CSCCN[C@@H](CCSC)C(=O)O 2-methylthioethyl-(methionine)